2-m-chloroanilino-3-(3-phenyl-1,2,4-oxadiazol-5-yl)pyridine ClC=1C=C(NC2=NC=CC=C2C2=NC(=NO2)C2=CC=CC=C2)C=CC1